2-(4-fluorophenyl)-3-(4,4,5,5-tetramethyl-1,3,2-dioxaborolan-2-yl)-4,5,6,7-tetrahydropyrazolo[1,5-a]pyrazine FC1=CC=C(C=C1)C1=NN2C(CNCC2)=C1B1OC(C(O1)(C)C)(C)C